C1(CC12CNCC2)CNC2=NC=C(C(=N2)C2=CNC1=C(C(=CC=C21)C#N)P(=O)(C)C)C(F)(F)F 3-(2-(((5-azaspiro[2.4]heptan-1-yl)methyl)amino)-5-(trifluoromethyl)pyrimidin-4-yl)-7-(Dimethylphosphoryl)-1H-indole-6-carbonitrile